2-((Z)-1-(((1r,4r)-4-aminocyclohexyl)methyl)-3-((3,5-dimethyl-1H-pyrrol-2-yl)methylene)-2-oxoindol-6-yl)-N-methylpyrimidine-4-carboxamide NC1CCC(CC1)CN1C(\C(\C2=CC=C(C=C12)C1=NC=CC(=N1)C(=O)NC)=C/C=1NC(=CC1C)C)=O